C1(=CC=CC=C1)C(\C=C(/[Si](C)(C)C)\SC1=CC=NC=C1)=O (E)-1-Phenyl-3-(pyridin-4-ylthio)-3-(trimethylsilyl)prop-2-en-1-one